7-{[(1S)-1-(4-{4-[(1-acryloylazetidin-3-yl)(methyl)amino]tetrahydro-2H-pyran-4-yl}phenyl)ethyl]amino}-1-(propan-2-yl)-1,6-naphthyridin-2(1H)-on C(C=C)(=O)N1CC(C1)N(C1(CCOCC1)C1=CC=C(C=C1)[C@H](C)NC1=NC=C2C=CC(N(C2=C1)C(C)C)=O)C